C1(=CC=C(C=C1)CC1C(C2(CCC1C2(C)C)CS(=O)(=O)O)=O)CC2C(C1(CCC2C1(C)C)CS(=O)(=O)O)=O p-xylylenedicamphorsulfonic acid